Methyl (trans-4-((4-(2-cyclopropyloxazol-4-yl)pyridine-2-yl) ((trans-4-(5-methoxy-6-methylpyridin-2-yl)cyclohexyl)methyl)carbamoyl) cyclohexyl)carbamate C1(CC1)C=1OC=C(N1)C1=CC(=NC=C1)N(C(=O)[C@@H]1CC[C@H](CC1)NC(OC)=O)C[C@@H]1CC[C@H](CC1)C1=NC(=C(C=C1)OC)C